glyceryl citrate C(CC(O)(C(=O)[O-])CC(=O)[O-])(=O)OCC(O)CO